tert-Butyl (R)-1-(((R)-tert-butylsulfinyl)amino)-5-chloro-1,3-dihydrospiro[indene-2,4'-piperidine]-1'-carboxylate C(C)(C)(C)[S@@](=O)N[C@H]1C2=CC=C(C=C2CC12CCN(CC2)C(=O)OC(C)(C)C)Cl